(S)-6-methyl-4-oxa-7-azaspiro[2.5]octane C[C@H]1COC2(CC2)CN1